6-(benzyloxy)-3-bromo-2-(4-fluorophenyl)-1-benzothiophene C(C1=CC=CC=C1)OC1=CC2=C(C(=C(S2)C2=CC=C(C=C2)F)Br)C=C1